1,2,3,4,4a,8,8a,6-octahydronaphthalene C1CCCC2CCCCC12